NCCCC(P(O)(=O)O)(P(O)(=O)O)O 4-amino-1-hydroxybutane-1,1-bisphosphonic acid